C(C)(C)[Si](C(C)C)(C(C)C)C#CI1OC(C2=C1C=CC=C2)=O 1-((triisopropylsilyl)ethynyl)-1λ3-benzo[d][1,2]iodoxol-3(1H)-one